OC(CN)CN 2-hydroxypropane-1,3-diamine